FC([C@]([C@H](CC#N)C)(C)O)(F)F (3S,4R)-5,5,5-trifluoro-4-hydroxy-3,4-dimethyl-pentanenitrile